BrC1=C(C=C(C(=O)N2CC=3N(CC2)C(N(C3C(=O)N[C@@H](C)C3=C(C=C(C=C3)OCC(=O)N)F)C3=CC=C(C=C3)OC3CC3)=O)C=C1)Cl |r| 7-(4-bromo-3-chloro-benzoyl)-2-[4-(cyclopropoxy)phenyl]-3-oxo-N-[rac-(1S)-1-[4-(2-amino-2-oxo-ethoxy)-2-fluoro-phenyl]ethyl]-6,8-dihydro-5H-imidazo[1,5-a]pyrazine-1-carboxamide